ClC1=C(C(=CC=C1Cl)OC)[C@H]1C[C@H]2COC(C(N2CC1)=O)CN1C(CCC1)=O 1-[[(8R,9aS)-8-(2,3-dichloro-6-methoxyphenyl)-4-oxo-hexahydro-1H-pyrido[2,1-c][1,4]oxazin-3-yl]methyl]pyrrolidin-2-one